methyl 2-[2-[tert-butyl(dimethyl)silyl]oxyethyl]-5-[(3S)-1-methylsulfonylpyrrolidin-3-yl]oxy-pyrazole-3-carboxylate [Si](C)(C)(C(C)(C)C)OCCN1N=C(C=C1C(=O)OC)O[C@@H]1CN(CC1)S(=O)(=O)C